2-(dimethylamino)-N-(2,6-dimethylphenyl)acetamide CN(CC(=O)NC1=C(C=CC=C1C)C)C